ClC1=NC=CC(=N1)NC1CC2(CC(C2)OC2=C(C(=O)N)C=CC=N2)C1 2-(((2s,4s,6s)-6-((2-chloropyrimidin-4-yl)amino)spiro[3.3]heptan-2-yl)oxy)nicotinamide